N[C@H]1CN(CCC1)C(=O)C=1C=C2C=3N(CCNC3C1)C(=N2)C=2N(C1=CC=CC=C1C2)CC2CC2 (R)-(3-aminopiperidin-1-yl)(2-(1-(cyclopropylmethyl)-1H-indol-2-yl)-5,6-dihydro-4H-imidazo[1,5,4-de]quinoxalin-8-yl)Methanone